(2S,6R)-N-((S)-1-cyano-2-(4-(3-methyl-2-oxo-2,3-dihydrobenzo[d]oxazol-5-yl)phenyl)ethyl)-6-hydroxy-1,4-oxazepan-2-carboxamide C(#N)[C@H](CC1=CC=C(C=C1)C=1C=CC2=C(N(C(O2)=O)C)C1)NC(=O)[C@H]1OC[C@@H](CNC1)O